5-[(2-bromo-6-methylpyridin-4-yl)oxy]-2-(trifluoromethyl)pyrimidine BrC1=NC(=CC(=C1)OC=1C=NC(=NC1)C(F)(F)F)C